5-[4-[1-[4-[[tert-butyl(dimethyl)silyl]oxymethyl]phenyl]-1-methyl-ethyl]piperazin-1-yl]pyridin-2-amine [Si](C)(C)(C(C)(C)C)OCC1=CC=C(C=C1)C(C)(C)N1CCN(CC1)C=1C=CC(=NC1)N